1-pyrrolidinecarboxylic acid, 2-chlorophenyl ester N1(CCCC1)C(=O)OC1=C(C=CC=C1)Cl